FC1=C(C=CC(=C1C)F)C1(C=2C(=C(N=CC2C(NC1)=O)NC1CN(C1)C(=O)OC(C)(C)C)F)C tert-butyl 3-{[5-(2,4-difluoro-3-methylphenyl)-4-fluoro-5-methyl-8-oxo-5,6,7,8-tetrahydro-2,7-naphthyridin-3-yl]amino}azetidine-1-carboxylate